2-((1s,4R)-4-((3-aminopropyl)(4-fluorophenyl)amino)cyclohexyl)-4-chloro-5-((((S)-tetrahydro-2H-pyran-3-yl)methyl)amino)pyridazin-3(2H)-one NCCCN(C1CCC(CC1)N1N=CC(=C(C1=O)Cl)NC[C@H]1COCCC1)C1=CC=C(C=C1)F